1-butyl-3-[4-meth-yl-2-[4-[(1-methyl-benzimidazol-2-yl)-methyl]piperazin-1-yl]phenyl]sulfonyl-urea C(CCC)NC(=O)NS(=O)(=O)C1=C(C=C(C=C1)C)N1CCN(CC1)CC1=NC2=C(N1C)C=CC=C2